4-(2-chloropyrimidin-4-yl)-3-methoxyaniline ClC1=NC=CC(=N1)C1=C(C=C(N)C=C1)OC